4-(2,4-difluorophenyl)pyridin FC1=C(C=CC(=C1)F)C1=CC=NC=C1